N-isobutylacetamide C(C(C)C)NC(C)=O